1-(chloromethyl)-2,4,5-trifluoro-benzene ClCC1=C(C=C(C(=C1)F)F)F